FC1=CC=C(C=C1)C=1N=C(NC1)C1N(CCCC1)C(C(C)SC)=O 1-(2-(4-(4-Fluorophenyl)-1H-imidazol-2-yl)piperidin-1-yl)-2-(methylsulfanyl)propan-1-one